CN1CCN(CC1)C1CCN(CC1)C1=NNC2=CC(=CC=C12)N 3-(4-(4-methylpiperazin-1-yl)piperidin-1-yl)-1H-indazole-6-amine